9-(4-chloro-2-fluoro-phenyl)-7-[(2R,4S)-2-(1-cyclopropylpyrazol-4-yl)tetrahydropyran-4-yl]-2,3-dimethyl-pyrido[1,2-a]pyrimidin-4-one ClC1=CC(=C(C=C1)C1=CC(=CN2C1=NC(=C(C2=O)C)C)[C@@H]2C[C@@H](OCC2)C=2C=NN(C2)C2CC2)F